BrC[C@@H]([C@@H]1C(=C(C(=O)O1)O)[O-])O 6-bromo-6-deoxy-L-ascorbate